BrC(C)C1=NOC2=C1C=CC=C2 3-(1-bromoethyl)-1,2-benzoxazole